Pentyl 9-((3-(heptadecan-9-yloxy)-3-oxopropyl)(2-hydroxyethyl)amino)nonanoate CCCCCCCCC(CCCCCCCC)OC(CCN(CCCCCCCCC(=O)OCCCCC)CCO)=O